C(C)OC1(COC1)C1=CC=C(C=C1)C(=O)N1CC=2CN(CC2C1)C1=CC=C(C=C1)C(F)(F)F (4-(3-ethoxyoxetan-3-yl)phenyl)(5-(4-(trifluoromethyl)phenyl)-3,4,5,6-tetrahydropyrrolo[3,4-c]pyrrol-2(1H)-yl)methanone